3-((2-methylindolin-1-yl)sulfonyl)-N-(3-(methylthio)phenyl)benzamide CC1N(C2=CC=CC=C2C1)S(=O)(=O)C=1C=C(C(=O)NC2=CC(=CC=C2)SC)C=CC1